NC=1C=C2C(=C(C(=NC2=CC1)C1=CC=CC=C1)C1=CC=CC=C1)CS(=O)(=O)N (6-amino-2,3-diphenylquinolin-4-yl)methanesulfonamide